N-Methyl-5-(3-(piperidine-1-carbonyl)pyrazolo[1,5-a]pyridin-7-yl)picolinamide CNC(C1=NC=C(C=C1)C1=CC=CC=2N1N=CC2C(=O)N2CCCCC2)=O